OC1=C2NCCN(C2=CC=C1)C1=CC2=C(N=C(N=C2)NC2=CC=C(C=C2)CS(=O)(=O)NC)N(C1=O)C 1-[4-[[6-(5-hydroxy-3,4-dihydro-2H-quinoxalin-1-yl)-8-methyl-7-oxo-pyrido[2,3-d]pyrimidin-2-yl]amino]phenyl]-N-methyl-methanesulfonamide